C(C)C(C(=O)[O-])CCCC.C(C)C(C(=O)[O-])CCCC.[Bi+2] bismuth (II) di(2-ethylhexanoate)